C1C(CC2=CC=CC=C12)OCC1=C(C=CC(=C1)C1(CC1)C(=O)O)C1=CC(=C(C(=C1)OC)C)OC 1-{2-[(2,3-Dihydro-1H-inden-2-yloxy)methyl]-3',5'-dimethoxy-4'-methyl-[1,1'-biphenyl]-4-yl}cyclopropane-1-carboxylic acid